C(C)(C)N1N=C(C=C1)C=1C(=C2C(=NC(=NN2C1)C=1N(C=CN1)C)NC=1OC=CN1)C N-(6-(1-Isopropyl-1H-pyrazol-3-yl)-5-methyl-2-(1-methyl-1H-imidazol-2-yl)pyrrolo[2,1-f][1,2,4]triazin-4-yl)oxazol-2-amine